O=C(CCCCCCC(=O)OC(CCCCCCCC)CCCCCCCC)CCCCCCCCCC Heptadecan-9-yl 8-oxooctadecanoate